N[C@H](C=1N=C2N(N=CC(=C2)[C@H](N2C(N[C@H](C2)CC(F)(F)F)=O)C2CC2)C1)C1CCC(CC1)(F)F |o1:14| (S*)-1-((R)-(2-((S)-amino(4,4-difluorocyclohexyl)methyl)imidazo[1,2-b]pyridazin-7-yl)(cyclopropyl)methyl)-4-(2,2,2-trifluoroethyl)imidazolidin-2-one